C(C)(=O)N1CCC2(CC(C(N2)=O)CC(CO)NC([C@H](CC2CCCCC2)NC(OCC2=CC(=CC=C2)Cl)=O)=O)CC1 3-chlorobenzyl ((2S)-1-((1-(8-acetyl-2-oxo-1,8-diazaspiro[4.5]decan-3-yl)-3-hydroxypropan-2-yl)amino)-3-cyclohexyl-1-oxopropan-2-yl)carbamate